1-((2-(3-(tert-Butoxy)phenyl)-1H-indol-5-yl)methyl)cyclopropane-1-carboxylic acid C(C)(C)(C)OC=1C=C(C=CC1)C=1NC2=CC=C(C=C2C1)CC1(CC1)C(=O)O